1-(3-pyridyl)ethane-1,2-diol tert-butyl-(4R) or (4S)-4-[7-(1-methylpyrazol-4-yl)imidazo[1,2-c]pyrimidin-5-yl]oxyazepane-1-carboxylate C(C)(C)(C)C1N(CCC[C@H](C1)OC1=NC(=CC=2N1C=CN2)C=2C=NN(C2)C)C(=O)O.N2=CC(=CC=C2)C(CO)O |o1:9|